CC1=C(C(=CC=C1)C)[N+]1=CC=C(C=C1)C1=CC=[N+](C=C1)C1=C(C=CC=C1C)C bis(2,6-dimethylphenyl)-4,4'-bipyridinium